4-hydroxy-4-(2-(1-methyl-1H-pyrazol-4-yl)phenyl)-2-methylenebutanoic acid OC(CC(C(=O)O)=C)C1=C(C=CC=C1)C=1C=NN(C1)C